C(C)N(O)CCO N-ethyl-N-(2-hydroxyethyl)-N-hydroxylamine